(5-nitro-2-(trifluoromethyl)phenyl)morpholine [N+](=O)([O-])C=1C=CC(=C(C1)N1CCOCC1)C(F)(F)F